3-(6-(4,6-difluoroisoindoline-2-carbonyl)benzo[d]oxazol-2-yl)piperidine-2,6-dione FC1=C2CN(CC2=CC(=C1)F)C(=O)C1=CC2=C(N=C(O2)C2C(NC(CC2)=O)=O)C=C1